FC1=NC=CC2=C1C1CCC(C2O)N1C(=O)OC(C)(C)C tert-butyl (±)-1-fluoro-5-hydroxy-6,7,8,9-tetrahydro-5H-6,9-epiminocyclohepta[c]pyridine-10-carboxylate